N-(2-chloro-3,4-difluorobenzyl)-5-fluoro-8-hydroxy-8-(hydroxymethyl)-5,6,7,8-tetrahydroquinoline-5-carboxamide ClC1=C(CNC(=O)C2(C=3C=CC=NC3C(CC2)(CO)O)F)C=CC(=C1F)F